1-Eicosenal C(=CCCCCCCCCCCCCCCCCCC)=O